C(CCCCC)OCC1CO1 1-hexyloxy-2,3-epoxypropane